(S)-2-(((1-(4-fluorophenethyl)-1H-pyrazol-4-yl)methyl)amino)-4,5-dimethyl-4,5,9,10-Tetrahydro-6H,8H-pyrido[3,2,1-de]pteridin-6-one FC1=CC=C(CCN2N=CC(=C2)CNC=2N=C3N([C@H](C(N4C3=C(N2)CCC4)=O)C)C)C=C1